ClC1=C(C(=CC=C1Cl)F)[C@]1(CN(CC1)C(C=C)=O)NC=1C=CC2=C(N(N=C2C1)CC(=O)N)C |r| (rac)-2-(6-{[3-(2,3-dichloro-6-fluorophenyl)-1-(prop-2-enoyl)pyrrolidin-3-yl]amino}-3-methylindazol-2-yl)acetamide